COC1=NC=C(C=C1NC(=O)NC1CC2(CN(C2)C(=O)C2=C3N(N=C2)C=CN3C)C1)C(F)(F)F 1-(2-methoxy-5-(trifluoromethyl)pyridin-3-yl)-3-(2-(1-methyl-1H-imidazo[1,2-b]pyrazole-7-carbonyl)-2-azaspiro[3.3]heptan-6-yl)urea